C(C#C)OCCOC1CCN(CC1)C(=O)OC(C)(C)C Tert-Butyl 4-(2-prop-2-ynoxyethoxy)piperidine-1-carboxylate